Cl.COC(=O)C1NCCC(C1)C1=CC=CC=C1.C(C=C)(=O)OCCCCCCCCC[Si](OC)(OC)C acryloyloxynonylmethyl-dimethoxysilane methyl-4-phenylpiperidine-2-carboxylate HCl salt